C(C#CC)(=O)N[C@@H]1CN(CCC1)C1=NC(=CC2=C1C=NN2)C2=CC=C(C=C2)OC2=CC=CC=C2 (S)-4-(3-(but-2-ynamido)piperidin-1-yl)-6-(4-phenoxyphenyl)-1H-pyrazolo[4,3-c]pyridine